1-((3,4-Dichlorophenyl)sulfonyl)-N-(5,7-dimethylbenzo[d]thiazol-2-yl)piperidine-4-carboxamide ClC=1C=C(C=CC1Cl)S(=O)(=O)N1CCC(CC1)C(=O)NC=1SC2=C(N1)C=C(C=C2C)C